COC(=O)C=1C=C(C(=O)NCCC(=O)NC=2SC(=C(N2)C)C(=O)OCC)C=C(C1)\C=C\C1=CC=CC=C1 Ethyl 2-[3-[[3-methoxycarbonyl-5-[(E)-styryl]benzoyl]amino]-propanoylamino]-4-methyl-thiazole-5-carboxylate